CNCCC[Si](OC)(OC)OC gamma-(methylamino)propyl-trimethoxysilane